FC1=C(C=C(C=C1)NC(=O)C1=C(N(C(=C1C)C(C(=O)NCC(C)(N1CCOCC1)C)=O)C)C)C N-(4-fluoro-3-methylphenyl)-1,2,4-trimethyl-5-(2-((2-methyl-2-morpholinopropyl)amino)-2-oxoacetyl)-1H-pyrrole-3-carboxamide